(2,6-diamino-3-(3-(4-((phenylamino)methyl)benzyl)isoxazol-5-yl)pyridin-1-ium-1-yl)methyl hydrogen phosphate P(=O)(OC[N+]1=C(C(=CC=C1N)C1=CC(=NO1)CC1=CC=C(C=C1)CNC1=CC=CC=C1)N)(O)[O-]